C(C)(C)(C)OC(=O)N1CC(NCC1)OCC(C)NC=1C=NN(C(C1C(F)(F)F)=O)CC1=CC=C(C=C1)OC 3-(2-((1-(4-methoxybenzyl)-6-oxo-5-(trifluoromethyl)-1,6-dihydropyridazin-4-yl)amino)propoxy)piperazine-1-carboxylic acid tert-butyl ester